CC1=CC(=NC=C1)C1(N=NN=N1)C(=O)[O-] 5-(4-methyl-2-pyridyl)tetrazolate